2-(1-(3-Nitropyridin-2-yl)piperidin-4-yl)propan-2-ol [N+](=O)([O-])C=1C(=NC=CC1)N1CCC(CC1)C(C)(C)O